ClC1=CC(=C(C=C1)C1=NC(=NC2=C1N=C(N(C2=O)C)C)N2CC(OCC2)C2=NN(N=C2)C)F 8-(4-chloro-2-fluorophenyl)-2,3-dimethyl-6-(2-(2-methyl-2H-1,2,3-triazol-4-yl)morpholino)pyrimido[5,4-d]pyrimidin-4(3H)-one